ethyl 2-(2-pyridyl)thiazole-4-carboxylate N1=C(C=CC=C1)C=1SC=C(N1)C(=O)OCC